5-(6-(4-(4-isopropylpiperazin-1-yl)phenyl)-1-methyl-1H-pyrrolo[3,2-b]pyridin-2-yl)-2-methoxybenzonitrile C(C)(C)N1CCN(CC1)C1=CC=C(C=C1)C=1C=C2C(=NC1)C=C(N2C)C=2C=CC(=C(C#N)C2)OC